C(C)(C)(C)OC(=O)N1CCN(CC1)C1=NC=NC2=CC(=C(C=C12)Cl)C1=NC(=CC=C1C)N 4-(7-(6-amino-3-methylpyridin-2-yl)-6-chloroquinazolin-4-yl)piperazine-1-carboxylic acid tert-butyl ester